methylene(cyclopentadienyl)(2,7-diphenyl-3,6-di-tert-butylfluorenyl)zirconium dichloride [Cl-].[Cl-].C=[Zr+2](C1=C(C(=CC=2C3=CC(=C(C=C3CC12)C1=CC=CC=C1)C(C)(C)C)C(C)(C)C)C1=CC=CC=C1)C1C=CC=C1